2-((3-(4,6-dichloro-2,3-dihydro-1H-inden-1-yl)-1,2,4-oxadiazol-5-yl)methyl)acrylic acid ClC1=C2CCC(C2=CC(=C1)Cl)C1=NOC(=N1)CC(C(=O)O)=C